2-methyl-2-tert-butyldimethylsiloxycarbonyl-6-dimethylethoxysilylnorbornane CC1(C2C(CC(C1)C2)[Si](OCC)(C)C)C(=O)O[Si](C)(C)C(C)(C)C